C1=CC=C(C=2SC3=C(C21)C=CC=C3)C3=CC=C(NC2=CC=C(C=C2)C2=CC=CC1=C2SC2=C1C=CC=C2)C=C3 4-(4-dibenzothienyl)-N-[4-(4-dibenzothienyl)phenyl]Aniline